OC=1C=C(C=CC1)CN1C[C@H](CC1)NC(=O)C1=CN=C2N1N=CC=C2 N-[(3S)-1-[(3-hydroxyphenyl)methyl]pyrrolidin-3-yl]imidazo[1,2-b]pyridazine-3-carboxamide